(((5S,7S)-8,8-Difluoro-3-neopentyl-2-oxo-1-oxa-3-azaspiro[4.5]decan-7-yl)methyl)-1H-benzo[d]imidazole-6-carbonitrile FC1([C@@H](C[C@]2(CN(C(O2)=O)CC(C)(C)C)CC1)CN1C=NC2=C1C=C(C=C2)C#N)F